C(C)[C@H]1N(C[C@@H](N(C1)C=1N(N=C2C1N(C(N=C2)=O)CC2=CC=C(C=C2)OC)C2OCCCC2)C)C(C)C=2C=C1N=CC=NC1=CC2 ((2S,5R)-5-ethyl-2-methyl-4-(1-(quinoxalin-6-yl)ethyl)piperazin-1-yl)-4-(4-methoxybenzyl)-2-(tetrahydro-2H-pyran-2-yl)-2,4-dihydro-5H-pyrazolo[4,3-d]pyrimidin-5-one